N=1N(N=CC1)C1=C(C=C(C=N1)NC(=O)C=1C=NN(C1C(F)(F)F)C1=NC(=C(C=C1)F)N)C(F)(F)F N-(6-(2H-1,2,3-triazol-2-yl)-5-(trifluoromethyl)pyridin-3-yl)-1-(6-amino-5-fluoropyridin-2-yl)-5-(trifluoromethyl)-1H-pyrazole-4-carboxamide